C(C(C)C)O[Ti+2]OCC(C)C diisobutoxytitanium (IV)